BrC(COC1=C(C=C(C=C1Br)C(C)(C)C1=CC(=C(C(=C1)Br)OCC(CBr)Br)Br)Br)CBr 2,2-bis(4-(2,3-dibromopropyloxy)-3,5-dibromophenyl)propane